O1N=C(CC=C1)C(=O)[O-] oxazine-3(4H)-carboxylate